1-[1-[2-(1,3-dihydroisoindol-2-yl)-3,6-dimethyl-4-oxoquinazolin-8-yl]ethyl]-8-fluoro-3,1-benzoxazine-2,4-dione C1N(CC2=CC=CC=C12)C1=NC2=C(C=C(C=C2C(N1C)=O)C)C(C)N1C(OC(C2=C1C(=CC=C2)F)=O)=O